Cl.C1(=CC=CC=C1)S(=O)(=O)C1=CC=C2CCN(C2=C1)C(CN1C[C@H](NCC1)C)=O 1-(6-Benzenesulfonyl-2,3-dihydro-indol-1-yl)-2-((R)-3-methyl-piperazin-1-yl)-ethanone hydrochloride salt